4-((5-(3-Hydroxy-2-oxo-3-(trifluoromethyl)indolin-1-yl)pyridin-3-yl)methyl)phthalazin-1(2H)-on OC1(C(N(C2=CC=CC=C12)C=1C=C(C=NC1)CC1=NNC(C2=CC=CC=C12)=O)=O)C(F)(F)F